FC(C=1C=C(C(=O)N2CCN(CC2)CC2OC(CC(CCCCCCNC2)=O)=O)C=CC1)(F)F ((4-(3-(trifluoromethyl)benzoyl)piperazin-1-yl)methyl)-1-oxa-4-azacyclotridecane-11,13-dione